Bismuth-thulium [Tm].[Bi]